1-(6-(5,6-Dimethoxypyridin-3-yl)imidazo[1,2-B]pyridazin-2-yl)-3-(2-phenoxyethyl)urea COC=1C=C(C=NC1OC)C=1C=CC=2N(N1)C=C(N2)NC(=O)NCCOC2=CC=CC=C2